C(#N)C1=C2C(=C(C(N(C2=CC=C1F)COCC[Si](C)(C)C)=O)C1(CC1)C(=O)N[C@@H](C)C1=NC=C(C=N1)C#N)C 1-(5-cyano-6-fluoro-4-methyl-2-oxo-1-{[2-(trimethylsilyl)ethoxy]methyl}quinolin-3-yl)-N-[(1S)-1-(5-cyanopyrimidin-2-yl)ethyl]cyclopropane-1-carboxamide